pentamethylcyclopentadienyl-(1-n-propyl-5,6-dimethylindenyl)hafnium CC1=C(C(=C(C1([Hf]C=1C(C2=CC(=C(C=C2C1)C)C)CCC)C)C)C)C